COC1=C2C=CC=NC2=C(C=C1)S(=O)(=O)NC1=C(C=CC=C1)C#CC=1C=CC(=NC1)C(=O)OCC1=CC=CC=C1 benzyl 5-{2-[2-(5-methoxyquinoline-8-sulfonamido)phenyl]ethynyl}pyridine-2-carboxylate